2-([1,4]Dioxan-2-ylmethoxy)-9-(4-hydroxy-but-1-ynyl)-6,7-dihydro-pyrimido[6,1-a]isoquinolin-4-one O1C(COCC1)COC1=NC(N2C(C3=CC=C(C=C3CC2)C#CCCO)=C1)=O